CC=1C(=NC(=NC1)NC1=CC=2OCC(NC2N=C1)=O)NC=1C=CC2=C(NC(O2)=O)C1 5-methyl-N4-(2-oxo-2,3-dihydro-1,3-benzoxazol-5-yl)-N2-(2H-pyrido[3,2-b][1,4]oxazin-3(4H)-one-7-yl)-2,4-pyrimidinediamine